(3S,4R)-4-((3-cyclopropyl-7-((3-fluorophenyl)amino)pyrazolo[1,5-a]pyrimidin-5-yl)aminomethyl)piperidin-3-ol C1(CC1)C=1C=NN2C1N=C(C=C2NC2=CC(=CC=C2)F)NC[C@@H]2[C@@H](CNCC2)O